N1CCC(CC1)N1N=CC(=C1)C1=CN(CCS1)C1=C2N=CNC2=NC=N1 6-(1-(piperidin-4-yl)-1H-pyrazol-4-yl)-4-(9H-purin-6-yl)-3,4-dihydro-2H-1,4-thiazine